tert-butyl (2S,6S)-4-{2-[7-fluoro-6-(methoxymethoxy)-2-methylindazol-5-yl]-4-(methylcarbamoyl)quinazolin-6-yl}-2,6-dimethylpiperazine-1-carboxylate FC1=C(C(=CC2=CN(N=C12)C)C1=NC2=CC=C(C=C2C(=N1)C(NC)=O)N1C[C@@H](N([C@H](C1)C)C(=O)OC(C)(C)C)C)OCOC